FC1=CC=C(C=C1)C(CN1CCCCC1)=O 1-(2-(4-fluorophenyl)-2-oxoethyl)piperidin